5-chloro-N-(4-bromophenyl)pyridin-2-amine ClC=1C=CC(=NC1)NC1=CC=C(C=C1)Br